C(C1=CC=CC=C1)OC(=O)N[C@H](C=1N=C2N(N=C(C=N2)CC2(C(NCC(C2)(F)F)=O)C(=O)OC)C1)C1CCC(CC1)(F)F methyl 3-((6-((S)-(((benzyloxy)carbonyl)amino)(4,4-difluorocyclohexyl)methyl)imidazo[1,2-b][1,2,4]triazin-2-yl)methyl)-5,5-difluoro-2-oxopiperidine-3-carboxylate